N(=C=O)CCC[Si](OC)(OC)C (3-isocyanatopropyl)methyldimethoxysilane